neopentyl 2-chloro-5-(4,4,5,5-tetramethyl-1,3,2-dioxaborolan-2-yl)benzenesulfonate ClC1=C(C=C(C=C1)B1OC(C(O1)(C)C)(C)C)S(=O)(=O)OCC(C)(C)C